6-(3-pyridin-4-yl-propoxy)-2-thieno[2,3-c]pyridin-5-yl-7-trifluoromethyl-3H-quinazolin-4-one N1=CC=C(C=C1)CCCOC=1C=C2C(NC(=NC2=CC1C(F)(F)F)C=1C=C2C(=CN1)SC=C2)=O